4-hydroxy-1-oxyl-2,2,6,6-tetramethyl-piperidine OC1CC(N(C(C1)(C)C)O)(C)C